FC1(CCC(CC1)NCC[C@H](CCOC1=C(C=CC(=C1)C)S(=O)(=O)N1[C@@H](CCC1)C(=O)OC(C)(C)C)CC)F |&1:10| tert-Butyl ((2-(((RS)-5-((4,4-difluorocyclohexyl)amino)-3-ethylpentyl)oxy)-4-methylphenyl)sulfonyl)-L-prolinate